methyl (R)-2-methoxy-5-(5,6,7,7a-tetrahydro-1H-pyrrolo[1,2-c]imidazol-3-yl)benzoate COC1=C(C(=O)OC)C=C(C=C1)C1=NC[C@@H]2N1CCC2